N=1C=NN2C1C=CC(=C2)C=2N=C(NC2C2=NC(=CC=C2)C)CNC([C@@H](CC(C)C)N)=O (R)-N-((4-([1,2,4]triazolo[1,5-a]pyridin-6-yl)-5-(6-methylpyridin-2-yl)-1H-imidazol-2-yl)methyl)-2-amino-4-methylpentanamide